1-(cyclopropylmethylene)-4-isopropylbenzene C1(CC1)C=C1CC=C(C=C1)C(C)C